(dimethylamino)-N-hydroxyacetamidine CN(C)CC(=N)NO